4-[[5-(2-pyridylmethyl)tetrazol-2-yl]methyl]benzenecarbohydroxamic acid N1=C(C=CC=C1)CC=1N=NN(N1)CC1=CC=C(C=C1)C(=O)NO